CN1N=C(C(=C1)C(=O)NC1=C2C(CC(C2=CC=C1)(C)C)C)C 1,3-dimethyl-N-(1,1,3-trimethyl-2,3-dihydro-1H-indene-4-yl)-1H-pyrazole-4-carboxamide